OC=1N=CC=C2C=CC(=NC12)C 8-hydroxy-2-methyl-1,7-naphthyridine